5-[3-[4-(8-bromo-4-methyl-chroman-4-yl)-1H-imidazol-2-yl]-4-fluoro-phenoxy]-6,7-difluoro-4-methylsulfanyl-1H-indole BrC=1C=CC=C2C(CCOC12)(C)C=1N=C(NC1)C=1C=C(OC=2C(=C3C=CNC3=C(C2F)F)SC)C=CC1F